4-(2,2,2-trifluoro-ethyl)-piperazine FC(CN1CCNCC1)(F)F